CC(C[C@@H](C(N[C@@H](C[C@H]1C(NCC1)=O)C=C)=O)NC([C@H](CC1=CC=CC2=CC=CC=C12)NC(OCC1=CC=CC=C1)=O)=O)C Benzyl ((S)-1-(((S)-4-methyl-1-oxo-1-(((S)-1-((S)-2-oxopyrrolidin-3-yl)but-3-en-2-yl)amino) pentan-2-yl)amino)-3-(naphthalen-1-yl)-1-oxopropan-2-yl)carbamate